C(C)(C)(C)OC(=O)N([C@H](CC1=C(C=2N=C(N=C(C2S1)N(C(OC(C)(C)C)=O)CC=1OC=CC1)Cl)C)C)C tert-Butyl (S)-(6-(2-((tert-butoxycarbonyl)(methyl)amino)propyl)-2-chloro-7-methylthieno[3,2-d]pyrimidin-4-yl)(furan-2-ylmethyl)carbamate